NC1=C2C(=NC=N1)N(N=C2C2=CC(=C(C=C2)OC)F)C2CN(CCC2)C(C(=C)F)=O (3-(4-amino-3-(3-fluoro-4-methoxyphenyl)-1H-pyrazolo[3,4-d]pyrimidin-1-yl)piperidin-1-yl)-2-fluoroprop-2-en-1-one